COCCOCCC[Si](O[Si](C)(C)C)(O[Si](C)(C)C)C 3-(2-methoxyethoxy)propylmethyl-bis(trimethylsilyloxy)silane